4-chloro-3-iodo-1-((2-(trimethyl-silyl)ethoxy)methyl)-1H-pyrrolo[3,2-c]pyridine ClC1=NC=CC2=C1C(=CN2COCC[Si](C)(C)C)I